(3S,4S)-3-methyl-8-(5-(1-phenylcyclopropyl)pyrazin-2-yl)-2-oxa-8-azaspiro[4.5]decan-4-amine C[C@@H]1OCC2([C@@H]1N)CCN(CC2)C2=NC=C(N=C2)C2(CC2)C2=CC=CC=C2